2-amino-4-hydroxy-6-methyl-pyridine NC1=NC(=CC(=C1)O)C